5-(hydroxymethyl)-2-((6-(trifluoromethyl)pyridin-3-yl)oxy)benzonitrile OCC=1C=CC(=C(C#N)C1)OC=1C=NC(=CC1)C(F)(F)F